O1CCOC12CC=C(CC2)C2=CC=C(S2)CC(CC2(CCOC1(CCCC1)C2)C2=NC=CC=C2)N ((5-(1,4-dioxaspiro[4.5]dec-7-en-8-yl)thiophen-2-yl)methyl)-2-(9-(pyridin-2-yl)-6-oxaspiro[4.5]dec-9-yl)ethanamine